S(N)(=O)(=O)[NH-] N-sulfamoyl-amide